Thieno[3,2-c]Carbazole S1C=CC=2C=CC=3NC=4C=CC=CC4C3C21